C(C)(=O)NCCC1=CNC2=CC=CC(=C12)OC(CCCC(=O)O)=O 5-((3-(2-acetamidoethyl)-1H-indol-4-yl)oxy)-5-oxopentanoic acid